3-acetoxytetrahydrothiophene-1,1-dioxide C(C)(=O)OC1CS(CC1)(=O)=O